N[C@H]1CS(C2=C(N(C1=O)CC1=CC=C(C=C1)N1C=NC(=C1)C(F)(F)F)C=C(C=C2)C=2OC(=NN2)C(C)(C)C)(=O)=O (3R)-3-amino-7-(5-tert-butyl-1,3,4-oxadiazol-2-yl)-1,1-dioxo-5-[[4-[4-(trifluoromethyl)imidazol-1-yl]phenyl]methyl]-2,3-dihydro-1λ6,5-benzothiazepine-4-One